FC(C=1C=C(C=C(C1)C(F)(F)F)C1C(CN(C(O1)=O)C(=O)NCC1=CN=CC2=CC=CC=C12)C)(F)F 6-(3,5-bis(trifluoromethyl)phenyl)-N-(isoquinolin-4-ylmethyl)-5-methyl-2-oxo-1,3-oxazinane-3-carboxamide